ClC1=C2C(=NN(C1=O)C1=CC3=CN(N=C3C=C1)C)C(=CN2CC2CC2)C#N 4-chloro-5-(cyclopropylmethyl)-2-(2-methyl-2H-indazol-5-yl)-3-oxo-2H,3H,5H-pyrrolo[3,2-c]pyridazine-7-carbonitrile